1-Ethyl-3-(5-(2-fluoro-5-((4-oxo-7-(trifluoromethyl)-3,4-dihydrophthalazin-1-yl)methyl)phenyl)-1H-benzimidazol-2-yl)urea C(C)NC(=O)NC1=NC2=C(N1)C=CC(=C2)C2=C(C=CC(=C2)CC2=NNC(C1=CC=C(C=C21)C(F)(F)F)=O)F